6-[3-(1,3-benzothiazol-2-ylamino)-4-methyl-5H-pyrido[2,3-c]pyridazin-8-yl]-3-[1-[[3-[2-(dimethylamino)ethoxy]-1-adamantyl]methyl]-5-methyl-pyrazol-4-yl]pyridine-2-carboxylic acid S1C(=NC2=C1C=CC=C2)NC2=C(C1=C(N=N2)N(C=CC1)C1=CC=C(C(=N1)C(=O)O)C=1C=NN(C1C)CC12CC3(CC(CC(C1)C3)C2)OCCN(C)C)C